C=C1CC(C1)(C#N)C(=N)N1CCOCC1 3-methylene-1-(morpholin-4-imidoyl)cyclobutane-1-carbonitrile